4-(2-aminopyrazolo[1,5-a]pyridin-5-yl)-6-methylpyridazin-3(2H)-one NC1=NN2C(C=C(C=C2)C=2C(NN=C(C2)C)=O)=C1